COC1=CC=C(CN2C(C3=CC(=CC(=C3C2C2=C(C=CC=C2)C)NC(=O)C2=NSC3=C2C=CC=C3)COC)=O)C=C1 N-(2-(4-Methoxybenzyl)-6-(methoxymethyl)-1-oxo-3-(o-tolyl)isoindolin-4-yl)benzo[d]isothiazole-3-carboxamide